1,4-bis(4-aminocumenyl)benzene NC1=CC(=C(C=C1)C(C)C)C1=CC=C(C=C1)C1=C(C=CC(=C1)N)C(C)C